CN1C(C=NC(=C1C1=CC=CC=C1)C1=CC=CC=C1)=O 1-methyl-5,6-diphenylpyrazin-2(1H)-one